N[C@H]1C(N(C2=C(C(C1)(F)F)C=C(C(=C2)C=2OC(=NN2)N2CCCC2)F)CC2=CC=C(C=C2)C2=NOC(=N2)C(F)(F)F)=O (3R)-3-amino-5,5,7-trifluoro-8-(5-pyrrolidin-1-yl-1,3,4-oxadiazol-2-yl)-1-[[4-[5-(trifluoromethyl)-1,2,4-oxadiazol-3-yl]phenyl]methyl]-3,4-dihydro-1-benzazepin-2-one